C1(CC1)C1=NC=C(C(=N1)C)C=1C=C2C(=NC1)NN=C2C(=O)C=2C(=C(C(=CC2)F)NS(=O)(=O)CCC)F N-(3-(5-(2-cyclopropyl-4-methylpyrimidin-5-yl)-1H-pyrazolo[3,4-b]pyridine-3-carbonyl)-2,6-difluorophenyl)propane-1-sulfonamide